N1C(=CC=C1)\C=C/C=O (2Z)-3-(1H-PYRROL-2-YL)-2-PROPENAL